ClC1=C2N=CN(C2=NC=N1)C[C@@H]1SC[C@H]2OC(O[C@H]21)(C)C 6-chloro-9-(((3aR,4S,6aS)-2,2-dimethyltetrahydrothieno[3,4-d][1,3]dioxol-4-yl)methyl)-9H-Purine